(E)-3-(4-((E)-2-(2-chloro-4-fluorophenyl)-1-(4-fluoro-1H-indazol-5-yl)but-1-en-1-yl)phenyl)acrylic acid ClC1=C(C=CC(=C1)F)/C(=C(/C=1C(=C2C=NNC2=CC1)F)\C1=CC=C(C=C1)/C=C/C(=O)O)/CC